Cl.COC(=O)[C@@H]1NC[C@@H](C1)C1=CC(=C(C=C1)OC)OC(C)C (2R,4S)-4-(3-isopropoxy-4-methoxyphenyl)pyrrolidine-2-carboxylic acid methyl ester hydrochloride